C(C)(C)(C)OC(CC(=O)C1(CCN(CC1)C(=O)OC(C)(C)C)CCCO[Si](C)(C)C(C)(C)C)=O tert-Butyl 4-(3-tert-butoxy-3-oxopropanoyl)-4-(3-{[tert-butyl(dimethyl)silyl]oxy}propyl)piperidine-1-carboxylate